4-[2-(2-benzyloxy-4-bromo-5-fluoro-phenyl)-2-methyl-propyl]morpholine C(C1=CC=CC=C1)OC1=C(C=C(C(=C1)Br)F)C(CN1CCOCC1)(C)C